OI1(OC(C=2C1=CC=CC2C(=O)O)=O)=O 1-hydroxy-1,3-dioxo-1,3-dihydro-1λ5-benzo[d][1,2]iodoxole-4-carboxylic acid